5-isobutoxy-1,3,4-thiadiazol-2-amine C(C(C)C)OC1=NN=C(S1)N